3-(2,4-dihydroxybenzyl)-1-propylpyrrolidine-2,5-dione OC1=C(CC2C(N(C(C2)=O)CCC)=O)C=CC(=C1)O